C1(=CC(=CC(=C1)C(=O)O)C(=O)O)C=1C(=CC(=C(C1)C(=O)O)C1=CC(=CC(=C1)C(=O)O)C(=O)O)C(=O)O [1,1':4',1''-terphenyl]-2',3,3'',5,5',5''-hexa-carboxylic acid